C(C)(C)(C)OC(N[C@H]1CN(CCC1)C1=C2C(=CN=N1)CNCC2)=O (R)-(1-(5,6,7,8-tetrahydropyrido[3,4-d]pyridazin-1-yl)piperidin-3-yl)carbamic acid tert-butyl ester